3-methyl-4-{4-[(3-methyl-4-{[1,2,4]triazolo[1,5-a]pyridin-7-yloxy}phenyl)amino]pyrido[3,2-d]pyrimidin-6-yl}-3,6-dihydro-2H-pyridine-1-carboxylate CC1CN(CC=C1C=1C=CC=2N=CN=C(C2N1)NC1=CC(=C(C=C1)OC1=CC=2N(C=C1)N=CN2)C)C(=O)[O-]